methyl 5-(8-(6-(3,6-dihydro-2H-pyran-4-yl)isoindol-4-yl)isoquinolin-3-yl)picolinate O1CCC(=CC1)C=1C=C(C2=CNC=C2C1)C=1C=CC=C2C=C(N=CC12)C=1C=CC(=NC1)C(=O)OC